1-(quinolin-5-ylsulfonyl)-N-(benzo[d]thiazol-5-yl)-piperidine-4-carboxamide N1=CC=CC2=C(C=CC=C12)S(=O)(=O)N1CCC(CC1)C(=O)NC=1C=CC2=C(N=CS2)C1